C(C)C1C(C1C=1C=NN(C1)C)C(=O)NC=1N=CC2=CC(=C(C=C2C1)N1CCN(CC1)C1(COCC1F)C)C 2-ethyl-N-[6-[4-(4-fluoro-3-methyl-tetrahydrofuran-3-yl)piperazin-1-yl]-7-methyl-3-isoquinolyl]-3-(1-methylpyrazol-4-yl)cyclopropanecarboxamide